ClC1=C(C(=CC=C1Cl)OC)C=1C[C@H](N(C1)C(=O)OC(C)(C)C)C(=O)OC 1-tert-butyl 2-methyl (2S)-4-(2,3-dichloro-6-methoxyphenyl)-2,3-dihydropyrrole-1,2-dicarboxylate